N-cyclobutyl-5-{[2-(cyclobutylcarbamoyl)-1,3-dioxo-2,3-dihydro-1H-inden-5-yl]oxy}-1,3-dioxo-2,3-dihydro-1H-indene-2-carboxamide C1(CCC1)NC(=O)C1C(C2=CC=C(C=C2C1=O)OC=1C=C2C(C(C(C2=CC1)=O)C(NC1CCC1)=O)=O)=O